COC=1C=C2C3=C(N(C2=CC1)CC1=CC=C(C=C1)S(=O)(=O)N)C=NC=C3 4-((6-methoxy-9H-pyrido[3,4-b]indol-9-yl)methyl)benzenesulfonamide